C(C(C)C)(=O)N1[C@@H](CN(CC1)C=1C2=C(N=CN1)N(C=C2C2=CC=CC=C2)C=2C=C(C#N)C=CN2)C (R)-2-(4-(4-isobutyryl-3-methylpiperazin-1-yl)-5-phenyl-7H-pyrrolo[2,3-d]pyrimidin-7-yl)isonicotinonitrile